ClC=1N=C(C(=C(C(=O)O)C1)F)SC 6-Chloro-3-fluoro-2-(methylthio)isonicotinic acid